CC(C)(C(Cl)(Cl)Cl)O trichloro-t-butyl alcohol